[N+](=O)([O-])C=CC 1-nitropropylene